N1C(=NC=C1)C1=NC=2C(=C3C(=NC2)NC=C3)N1C1CN(CC1)S(=O)(=O)C(F)(F)F 2-(1H-imidazol-2-yl)-1-(1-((trifluoromethyl)sulfonyl)pyrrolidin-3-yl)-1,6-dihydroimidazo[4,5-d]pyrrolo[2,3-b]pyridine